BrC=1C(=C(C(=NC1)SC(F)(F)F)C(=O)O)\C=C\C(=O)OCC 5-bromo-4-[(E)-3-ethoxy-3-oxo-prop-1-enyl]-2-(trifluoromethylsulfanyl)pyridine-3-carboxylic acid